FC1=CC=CC=2OC3=C(C(CC21)CN2C(C1=CC=CC=C1C2=O)=O)C=CC=C3 2-((1-fluoro-10,11-dihydrodibenzo[b,f]oxepin-10-yl)methyl)isoindoline-1,3-dione